5,5'-nonamethylenebis[1-(4-vinylbenzyl)-1H-tetrazole] C(=C)C1=CC=C(CN2N=NN=C2CCCCCCCCCC2=NN=NN2CC2=CC=C(C=C2)C=C)C=C1